FC1=CC=C(CN2C(C3=C(C=CC=C3C(=N2)CCCC)OCC2CC2)=O)C=C1 2-(4-fluorobenzyl)-4-butyl-8-(cyclopropylmethoxy)-phthalazin-1(2H)-one